N-[3-[2-(4-fluoroanilino)-1-methyl-2-oxo-ethyl]-1-bicyclo[1.1.1]pentanyl]imidazo[1,5-a]pyridin-2-ium-5-carboxamide FC1=CC=C(NC(C(C)C23CC(C2)(C3)NC(=O)C3=CC=CC=2N3C=[NH+]C2)=O)C=C1